6,8-dibromo-2,12-di-tert-butyl-5,9-dioxa-13b-boranaphtho[3,2,1-de]anthracene BrC1=CC(=C2OC=3C=CC(=CC3B3C2=C1OC=1C=CC(=CC13)C(C)(C)C)C(C)(C)C)Br